FC1=C(C=CC(=C1)C(F)(F)F)CN1CC2(C1)CCN(CC2)C(=O)N2C[C@H](CC2)C2=NN=CN2 [2-[[2-fluoro-4-(trifluoromethyl)phenyl]methyl]-2,7-diazaspiro[3.5]nonan-7-yl]-[(3S)-3-(4H-1,2,4-triazol-3-yl)pyrrolidin-1-yl]methanone